1-[6,7-dimethyl-4-(methylamino)-1,3-dihydro-2H-pyrrolo[3,4-c]pyridin-2-yl]-2-[1-(6-fluoropyridin-3-yl)azetidin-3-yl]ethanone CC1=C(C2=C(C(=N1)NC)CN(C2)C(CC2CN(C2)C=2C=NC(=CC2)F)=O)C